C(C=1C=C(C=C(C1)C([2H])([2H])[2H])B(O)O)([2H])([2H])[2H] (3,5-di(methyl-d3)phenyl)boronic acid